O=C1C2=CC=CC=C2SC=2C=CC(=CC12)C1=CC=C(C=C1)S[SH+]C1=CC=2CC3=CC=CC=C3SC2C=C1 4-(9-oxo-9H-thioxanthen-2-yl)phenylthio-9H-thioxanthen-2-yl-sulfonium